dichlorodibenzo[d,d']Naphtho[2,3-b:6,7-b']Difuran ClC=1C=CC2=C(C3=C(O2)C=C2C=C4C(OC5=C4C=CC=C5)=CC2=C3)C1Cl